CC1=CC(=C(C(N1)=O)[N+](=O)[O-])C(=O)OCC ethyl 6-methyl-3-nitro-2-oxo-1H-pyridine-4-carboxylate